Cl.CN(CCC1=CNC2=CC=C(C=C12)OC(F)(F)F)C N,N-dimethyl-2-(5-(trifluoromethoxy)-1H-indol-3-yl)ethan-1-amine hydrochloride